(1Z)-prop-1-en-1-ylphosphonic acid C(=C/C)/P(O)(O)=O